(2,3,4,5,6-pentafluorophenyl) 2-chloro-4-(difluoromethoxy)-3-methylsulfanyl-benzoate ClC1=C(C(=O)OC2=C(C(=C(C(=C2F)F)F)F)F)C=CC(=C1SC)OC(F)F